2-chloro-5-iodo-7H-pyrrolo[2,3-d]pyrimidin-4-amine ClC=1N=C(C2=C(N1)NC=C2I)N